N-chloroethyl-methylamine ClCCNC